COC(C)(C)C=1C=C2C(=CC=NC2=CC1)C(=O)N 6-(2-methoxypropan-2-yl)quinoline-4-carboxamide